N-(6-ethyl-5,7-dihydropyrrolo[3,4-c]pyridazin-3-yl)carbamic acid tert-butyl ester C(C)(C)(C)OC(NC1=CC2=C(N=N1)CN(C2)CC)=O